C\C(=C(/C(=O)O)\C[Si](OC)(OC)OC)\C(=O)O.C(C)C(=O)OCCC(C(C(=O)O)(C(CCCCCC)CCCCCC)C(CCCCCC)CCCCCC)CCCC1CN(CC(N1)CCCCCC(=O)O)CCCCO.FC(C1=C(ON2CCCCC2)C=CC=C1)(F)F [2-(trifluoromethyl)phenoxy]piperidine ethyl-carbonyloxyethylenedi(tridecan-7-yl)6,6'-(4-(4-hydroxybutyl)piperazine-2,6-diyl)dihexanoate methyl-((trimethoxysilyl)methyl)fumarate